C(C)(C)(C)OC(=O)N1C(=NC2=C1C=C(C(=C2OC2=C(C=C(C=C2)F)F)F)F)CN2C(C(=CC=C2)NC([C@H](CC\C=C\C(=O)N(C)C)NC(=O)OC)=O)=O tert-Butyl-4-(2,4-difluorophenoxy)-2-[[3-[[(E,2S)-7-(dimethylamino)-2-(methoxycarbonylamino)-7-oxo-hept-5-enoyl]amino]-2-oxo-1-pyridyl]methyl]-5,6-difluoro-benzimidazol-1-carboxylat